CNC(=O)C=1N=C(NC1)C1=CC=CC=C1 N-methyl-2-phenyl-1H-imidazole-4-Carboxamide